2-(decyl-(ethoxycarbonyl)amino)-3-methylpropionic acid ethyl ester C(C)OC(C(CC)N(C(=O)OCC)CCCCCCCCCC)=O